ClC1=CC=C2C(=C1)NC(C21N(C(C=2N=C(N(C21)C(C)C)C2=C(C=CC(=C2)CC)OC)=O)C2=C(C=CC(=C2)Cl)C)=O 6-chloro-5'-(5-chloro-2-methylphenyl)-2'-(5-ethyl-2-methoxyphenyl)-3'-isopropyl-3'H-spiro[indoline-3,4'-pyrrolo[3,4-d]imidazole]-2,6'(5'H)-dione